C1(CC1)C1=CC2=C(N=C(O2)C=2C(=C(C=CC2)C2=C(C(=CC=C2)NC=2C3=C(N=C(N2)C(F)F)C=C(C=N3)CN3CC(CC3)O)C)C)C=C1 6-cyclopropyl-2-(3'-((2-(difluoromethyl)-7-((3-hydroxypyrrolidin-1-yl)methyl)pyrido[3,2-d]pyrimidin-4-yl)amino)-2,2'-dimethyl-[1,1'-biphenyl]-3-yl)benzo[d]oxazole